CN1C(=NC2=C1C=CC(=C2)C2C(NC(CC2)=O)=O)N2CCNCC2 3-(1-methyl-2-piperazin-1-yl-benzimidazol-5-yl)piperidine-2,6-dione